tert-butyl 4-(6-cyclopropyl-2-(hydroxymethyl)imidazo[1,2-a]pyridin-8-yl)-piperazine-1-carboxylate C1(CC1)C=1C=C(C=2N(C1)C=C(N2)CO)N2CCN(CC2)C(=O)OC(C)(C)C